C(C1=CC=CC=C1)N1C=NC2=C(C1=O)C(=NN2C)NC(C2=CC(=C(C(=C2)Cl)O)Cl)=O N-(5-benzyl-1-methyl-4-oxo-4,5-dihydro-1H-pyrazolo[3,4-d]pyrimidin-3-yl)-3,5-dichloro-4-hydroxybenzamide